ClC=1C(=CC2=C(OC(O2)(F)F)C1)C=NO 6-chloro-2,2-difluoro-1,3-benzodioxole-5-carbaldehyde oxime